CC1=C(OC=2CCC3=CN(N=C3C21)CC2=NC=CC=C2)C(=O)NC[C@@H]2CN(CCO2)C 8-Methyl-N-{[(2R)-4-methylmorpholin-2-yl]methyl}-2-(pyridin-2-ylmethyl)-4,5-dihydro-2H-furo[2,3-g]indazol-7-carboxamid